(1S,2R)-2-((1S)-5-Bromo-8-((1-isopropyl-1H-1,2,3-triazol-4-yl)methoxy)-1-((3-methyl-2-oxopyrrolidin-1-yl)methyl)-1,2,3,4-tetrahydroisochinolin-2-carbonyl)cyclohexan BrC1=C2CCN([C@@H](C2=C(C=C1)OCC=1N=NN(C1)C(C)C)CN1C(C(CC1)C)=O)C(=O)C1CCCCC1